2-[6-(azetidin-3-yl)-7-cyclopropyl-cinnolin-3-yl]phenol N1CC(C1)C=1C=C2C=C(N=NC2=CC1C1CC1)C1=C(C=CC=C1)O